C(C1=CC=CC=C1)O[C@@H]1CC[C@H](CC1)C(=O)OCC Trans-Ethyl 4-(benzyloxy)cyclohexanecarboxylate